2-[4-[2-(dimethylamino)ethoxy]anilino]-8-((1s,3s)-3-hydroxy-3-methyl-cyclobutyl)-6-(5-methyl-4-prop-2-enoyl-2,3-dihydroquinoxalin-1-yl)pyrido[2,3-d]pyrimidin-7-one CN(CCOC1=CC=C(NC=2N=CC3=C(N2)N(C(C(=C3)N3CCN(C2=C(C=CC=C32)C)C(C=C)=O)=O)C3CC(C3)(C)O)C=C1)C